phenyldiphenyl-(9-phenyl-9H-carbazol-3-yl)amine C1(=CC=CC=C1)C1=C(C=CC=C1)N(C=1C=CC=2N(C3=CC=CC=C3C2C1)C1=CC=CC=C1)C1=CC=CC=C1